(4S)-N-[5-(3,5-Dichlorophenyl)-1-(dimethylamino)-2-naphthyl]chroman-4-carboxamid ClC=1C=C(C=C(C1)Cl)C1=C2C=CC(=C(C2=CC=C1)N(C)C)NC(=O)[C@H]1CCOC2=CC=CC=C12